N-[5-(1H-benzimidazol-2-yl)-1-methyl-pyrazol-3-yl]-6-(2-oxa-7-azaspiro[3.5]nonan-7-yl)pyridine-3-carboxamide N1C(=NC2=C1C=CC=C2)C2=CC(=NN2C)NC(=O)C=2C=NC(=CC2)N2CCC1(COC1)CC2